FC=1C=C(C(=O)C2=CC(=C(C=C2)O)F)C=CC1O 3,3'-difluoro-4,4'-dihydroxybenzophenone